rac-(5S,7S)-7-fluoro-2-((S)-2-fluorobutan-2-yl)-5-phenyl-6,7-dihydro-5H-pyrrolo[1,2-b][1,2,4]triazole F[C@H]1C[C@H](N2N=C(N=C21)[C@](C)(CC)F)C2=CC=CC=C2 |&1:1,3|